N-(7-(2-hydroxy-prop-2-yl)-2-(piperidin-4-yl)imidazo[1,2-a]pyridin-6-yl)-6-(trifluoromethyl)pyridinecarboxamide hydrochloride Cl.OC(C)(C)C1=CC=2N(C=C1NC(=O)C1=NC(=CC=C1)C(F)(F)F)C=C(N2)C2CCNCC2